(E)-N-hydroxy-3-(2-(4-(2-(1-(methylsulfonyl)piperidin-4-yl)acetyl)piperazin-1-yl)phenyl)acrylamide ONC(\C=C\C1=C(C=CC=C1)N1CCN(CC1)C(CC1CCN(CC1)S(=O)(=O)C)=O)=O